10-(8-fluoro-7-(8-fluoronaphthalen-1-yl)-2-((hexahydro-1H-pyrrolizin-7a-yl)methoxy)pyrido[4,3-d]pyrimidin-4-yl)-7-oxa-1,3,10-triazaspiro[4.6]undecane-2,4-dione FC1=C(N=CC2=C1N=C(N=C2N2CCOCC1(C(NC(N1)=O)=O)C2)OCC21CCCN1CCC2)C2=CC=CC1=CC=CC(=C21)F